2-((t-butoxycarbonyl)amino)butanoic acid C(C)(C)(C)OC(=O)NC(C(=O)O)CC